heptanamide C(CCCCCC)(=O)N